(2,6-dichlorophenyl)-4-methoxypyrimidine-5-carboxamide ClC1=C(C(=CC=C1)Cl)C1=NC=C(C(=N1)OC)C(=O)N